[5-[3-chloro-2-[(E)-2-(4-cyclopropylphenyl) vinyl]-6-fluoro-phenyl]-1,3-dimethyl-6-oxo-pyridazin-4-yl] 2-methylpropionate CC(C(=O)OC=1C(=NN(C(C1C1=C(C(=CC=C1F)Cl)\C=C\C1=CC=C(C=C1)C1CC1)=O)C)C)C